3-(4-(4-(2-(2-aminopyridin-3-yl)-5-phenyl-3H-imidazo[4,5-b]pyridin-3-yl)benzyl)piperazine-1-carbonyl)isonicotinonitrile NC1=NC=CC=C1C1=NC=2C(=NC(=CC2)C2=CC=CC=C2)N1C1=CC=C(CN2CCN(CC2)C(=O)C2=C(C#N)C=CN=C2)C=C1